(S)-4-(3-ethoxycarbonyl-4-nitrophenyl)-3-methylpiperidine-1-carboxylic acid tert-butyl ester C(C)(C)(C)OC(=O)N1C[C@H](C(CC1)C1=CC(=C(C=C1)[N+](=O)[O-])C(=O)OCC)C